3-(pyridin-4-yl)-1H-pyrazole-4-carbaldehyde N1=CC=C(C=C1)C1=NNC=C1C=O